lead calcium-magnesium [Mg].[Ca].[Pb]